C1(=CC=CC=C1)[B-](C1=CC=CC=C1)(C1=CC=CC=C1)C1=CC=CC=C1.C1(=CC=CC=C1)C1=CC=C(C(=S)C[N+]2=C3CCCCCN3CCC2)C=C1 8-(4-phenylthiobenzoylmethyl)-1-aza-8-azoniabicyclo[5.4.0]-7-undecene tetraphenyl-borate